4-chloro-6-(6-(piperidin-1-yl)pyridin-3-yl)quinoline ClC1=CC=NC2=CC=C(C=C12)C=1C=NC(=CC1)N1CCCCC1